BrC=1C=C(C=CC1)C1=NC(=CC(=C1)C1=CC=CC=C1)C1=CC=CC=C1 2-(3-bromophenyl)-4,6-diphenylpyridine